N6-(4-Amino-3-iodobenzyl)-adenosin NC1=C(C=C(CNC=2C=3N=CN([C@H]4[C@H](O)[C@H](O)[C@@H](CO)O4)C3N=CN2)C=C1)I